1,2,4,6-Tetra-O-acetyl-3-azido-3-deoxy-D-glucopyranose C(C)(=O)OC1[C@H](OC(C)=O)[C@H]([C@H](OC(C)=O)[C@H](O1)COC(C)=O)N=[N+]=[N-]